C(CCC)N1C(CCC1)=O n-butylpyrrolidon